C1(CC1)C1(CN(C1)CC1=CC(=C2CN(C(C2=C1)=O)C1=CC(=CC=C1)C1(COC1)[C@@H](C1=NN=CN1C)F)C(F)(F)F)O (S)-6-((3-cyclopropyl-3-hydroxyazetidin-1-yl)methyl)-2-(3-(3-(fluoro(4-methyl-4H-1,2,4-triazol-3-yl)methyl)oxetan-3-yl)phenyl)-4-(trifluoromethyl)isoindolin-1-one